butoxydimethyl-acrylamide C(CCC)OC(C(=O)N)=C(C)C